tetrahydronaphthalen-1-carboxamide C1(CCCC2=CC=CC=C12)C(=O)N